CONC(=O)C=1C(OC(C1C=1NC2=CC(=CC=C2C1)OC)CCCCC)=C=O n-methoxy-4-(6-methoxy-1H-indol-2-yl)-2-carbonyl-5-pentyl-2,5-dihydrofuran-3-carboxamide